NC1=NC(=C(C=C1C=1C=C2CCNC(C2=CC1F)=O)Br)Cl 6-(2-amino-5-bromo-6-chloropyridin-3-yl)-7-fluoro-3,4-dihydroisoquinolin-1(2H)-one